((bis(2-hydroxyethyl)amino)methyl)-5,5-dimethyl-1,3,2-dioxaphosphine OCCN(CCO)CC1OPOCC1(C)C